(R)-(5-(6-chloro-7-fluoro-3-(1H-imidazol-1-yl)-5-methoxy-1-methyl-1H-indol-2-yl)-1H-1,2,4-triazol-3-yl)(3-hydroxypyrrolidin-1-yl)methanone ClC1=C(C=C2C(=C(N(C2=C1F)C)C1=NC(=NN1)C(=O)N1C[C@@H](CC1)O)N1C=NC=C1)OC